C(#N)COC([C@@H](N(C(CCC=C)=O)C)COC[C@@H](C)OC1OCCCC1)=O.CC1(NCCC2=C1NC1=CC=CC=C21)C2=CC=CC=C2 methyl-1-phenyl-3,4-dihydro-1H-pyrido[3,4-b]indole cyanomethyl-N-methyl-N-(pent-4-enoyl)-O-((2R)-2-((tetrahydro-2H-pyran-2-yl)oxy)propyl)-L-serinate